1-(6-(5,6-Dimethoxypyridin-3-yl)-1H-benzo[D]imidazol-2-yl)-3-(2-phenoxyethyl)urea COC=1C=C(C=NC1OC)C=1C=CC2=C(NC(=N2)NC(=O)NCCOC2=CC=CC=C2)C1